tert-butyl (S)-4-(4-((benzyloxy)carbonyl)-3-(cyanomethyl)piperazin-1-yl)-2-((1-(tetrahydro-2H-pyran-4-yl)piperidin-4-yl)oxy)-5,7-dihydro-6H-pyrrolo[3,4-d]pyrimidine-6-carboxylate C(C1=CC=CC=C1)OC(=O)N1[C@H](CN(CC1)C=1C2=C(N=C(N1)OC1CCN(CC1)C1CCOCC1)CN(C2)C(=O)OC(C)(C)C)CC#N